5-(3,3-dimethyl-1-triazenyl)-imidazole-4-carboxamide CN(N=NC1=C(N=CN1)C(=O)N)C